2-((5-bromopyridine-2-yl)sulfonyl)-2,6,8-triazadispiro[3.0.45.34]dodecane BrC=1C=CC(=NC1)S(=O)(=O)N1CC2(C1)C1(NCNC1)CCC2